4,4'-((ethylazanediyl)bis(propane-3,1-diyl))diphenol C(C)N(CCCC1=CC=C(C=C1)O)CCCC1=CC=C(C=C1)O